3-amino-N-((S)-7-((3aS,6aS)-hexahydropyrrolo[3,4-c]pyrrol-2(1H)-yl)chroman-3-yl)-6-methylthieno[2,3-b]pyridine-2-carboxamide NC1=C(SC2=NC(=CC=C21)C)C(=O)N[C@@H]2COC1=CC(=CC=C1C2)N2C[C@@H]1CNC[C@H]1C2